(2R,3S,4S,5S,6R)-3,4,5-trihydroxy-6-(2-methyl-4-(3-(4-(1-(15-oxo-15-(perfluorophenoxy)-3,6,9,12-tetraoxapentadecyl)-1H-1,2,3-triazol-4-yl)butyl)ureido)phenoxy)tetrahydro-2H-pyran O[C@H]1CO[C@@H]([C@H]([C@H]1O)O)OC1=C(C=C(C=C1)NC(=O)NCCCCC=1N=NN(C1)CCOCCOCCOCCOCCC(OC1=C(C(=C(C(=C1F)F)F)F)F)=O)C